6-bromo-1-methyl-2-(pyridin-4-yl)-1H-benzo[d]imidazole BrC=1C=CC2=C(N(C(=N2)C2=CC=NC=C2)C)C1